(N,N-diethylamino)-3-ethynyl-coumarin C(C)N(CC)C1=C(C(OC2=CC=CC=C12)=O)C#C